(1s,4s)-4-(8-(2,4-dichloro-5-fluorophenylamino)-2-(tetrahydro-2H-pyran-4-ylamino)-9H-purin-9-yl)cyclohexanecarboxamide ClC1=C(C=C(C(=C1)Cl)F)NC=1N(C2=NC(=NC=C2N1)NC1CCOCC1)C1CCC(CC1)C(=O)N